((S)-4-ethyl-11-(2-(isopropylamino) ethyl)-3,14-dioxo-3,4,12,14-tetrahydro-1H-pyrano[3',4':6,7]indolizino[1,2-b]quinolin-4-yl) carbonate C(O[C@@]1(C(OCC=2C(N3CC=4C(=NC=5C=CC=CC5C4CCNC(C)C)C3=CC21)=O)=O)CC)([O-])=O